ClC=1C=C(C=CC1C#N)C1=NN(C=C1)C[C@H](C)NC(=O)C1=NNC(=C1)C(C)O N-[(2S)-1-[3-(3-chloro-4-cyanophenyl)-1H-pyrazol-1-yl]propan-2-yl]-5-(1-hydroxyethyl)-1H-pyrazole-3-carboxamide